trans-tertbutyl 4-acetyl-3-((benzyloxy)methyl)-5-(2-bromo-6-chloropyridin-4-yl)piperazine-1-carboxylate C(C)(=O)N1[C@@H](CN(C[C@H]1C1=CC(=NC(=C1)Cl)Br)C(=O)OC(C)(C)C)COCC1=CC=CC=C1